ethyl 2-[2-[[3-bromo-6-[3-methyl-2,6-dioxo-4-(trifluoromethyl)pyrimidin-1-yl]-2-pyridyl]oxy]phenoxy]acetate BrC=1C(=NC(=CC1)N1C(N(C(=CC1=O)C(F)(F)F)C)=O)OC1=C(OCC(=O)OCC)C=CC=C1